5-((3-fluorobenzyl)oxy)-4-(methoxymethyl)-N-methyl-9H-pyrido[3,4-b]indole-3-carboxamide FC=1C=C(COC2=C3C4=C(NC3=CC=C2)C=NC(=C4COC)C(=O)NC)C=CC1